CCN(CCO)S(=O)(=O)C(C(C(C(C(C(C(C(F)(F)F)(F)F)(F)F)(F)F)(F)F)(F)F)(F)F)(F)F N-Ethyl-N-(2-hydroxyethyl)perfluorooctanesulfonamide